F[P-](F)(F)(F)(F)F.COC1=CC=C(NCC2=CC=CC=C2)C=C1 p-methoxybenzyl-aniline hexafluorophosphate